methyl-6-(2,3,4,6-tetrafluoro-5-hydroxyphenyl)-2H-benzo[b][1,4]oxazin-3(4H)-one CC1C(NC2=C(O1)C=CC(=C2)C2=C(C(=C(C(=C2F)O)F)F)F)=O